oxiran-2-yl(4-(3-((4-(trifluoromethyl)phenyl)amino)pyrazin-2-yl)piperazin-1-yl)methanone O1C(C1)C(=O)N1CCN(CC1)C1=NC=CN=C1NC1=CC=C(C=C1)C(F)(F)F